2-(1-Fluorocyclopropyl)-1H-benzo[d]imidazol-5-amine FC1(CC1)C1=NC2=C(N1)C=CC(=C2)N